5-(4-((6-((2,2-Difluoroethoxy)methyl)-1,4-dioxan-2-yl)methoxy)phenyl)-2-oxo-6-(trifluoromethyl)-1,2-dihydropyridine-3-carboxamide FC(COCC1COCC(O1)COC1=CC=C(C=C1)C=1C=C(C(NC1C(F)(F)F)=O)C(=O)N)F